C(C)(C)(C)OC(=O)N1CCN(CC[C@@H]1C)C1=C(C(NC2=CC(=C(C=C12)OC)C(F)(F)F)=O)C(=O)O (S)-4-(4-(tert-butoxycarbonyl)-5-methyl-1,4-diazepan-1-yl)-6-methoxy-2-oxo-7-(trifluoromethyl)-1,2-dihydroquinoline-3-carboxylic acid